O=S1(CCC(CC1)=CC#N)=O 2-(1,1-dioxodihydro-2H-thiopyran-4(3H)-ylidene)acetonitrile